C1(CCC1)OC1=CC=2N(C=C1C(=O)NC=1C(N(C=CC1)C1CC1)=O)C=C(N2)C21COC(CC2)(CC1)C 7-cyclobutoxy-N-(1-cyclopropyl-2-oxo-1,2-dihydropyridin-3-yl)-2-(1-methyl-2-oxabicyclo[2.2.2]octan-4-yl)imidazo[1,2-a]pyridine-6-carboxamide